Divinylethylene carbonate C1(OC(C(C=C)O1)C=C)=O